COC(C1=CC(=C(C=C1)N)C(=C)C)=O 4-amino-3-(prop-1-en-2-yl)benzoic acid methyl ester